O=C1NC(CCC1N1C(C2=CC=C(C=C2C1)CN1[C@H]2CN([C@@H](C1)C2)C2=CC=C(C=C2)C2=CC(=C1CN(C(C1=C2)=O)CC(=O)NC=2SC=CN2)F)=O)=O 2-(6-(4-((1R,4R)-5-((2-(2,6-dioxopiperidin-3-yl)-1-oxoisoindolin-5-yl)methyl)-2,5-diazabicyclo[2.2.1]heptan-2-yl)phenyl)-4-fluoro-1-oxoisoindolin-2-yl)-N-(thiazol-2-yl)acetamide